2-(2-(cyclopropanesulfonylamino)thiazol-4-yl)-N-(4-(6-ethoxypyrazin-2-yl)-2-(trifluoromethoxy)phenyl)-2-methoxyacetamide C1(CC1)S(=O)(=O)NC=1SC=C(N1)C(C(=O)NC1=C(C=C(C=C1)C1=NC(=CN=C1)OCC)OC(F)(F)F)OC